FC=1C=C(C#N)C=C(C1)C=1C=NNC1 3-fluoro-5-(1H-pyrazol-4-yl)benzonitrile